ClC=1C=C2C=C(NC2=CC1C1=NC(=C(C=C1)OC)C)CNC(C)=O N-((5-chloro-6-(5-methoxy-6-methylpyridin-2-yl)-1H-indol-2-yl)methyl)acetamide